C12CCC(CC1)N2C2=NC(=CC1=C2N=C(N=C1)NC1=NC=2CCN(CC2C=C1)C(=O)[C@@H]1N(CCCC1)C)C1COC1 [2-[[8-(7-azabicyclo[2.2.1]heptan-7-yl)-6-(oxetan-3-yl)pyrido[3,4-d]pyrimidin-2-yl]amino]-7,8-dihydro-5H-1,6-naphthyridin-6-yl]-[(2R)-1-methylpiperidin-2-yl]methanone